BrC=1C=C(C(=C(C1)C#N)O)Cl 5-bromo-3-chloro-2-hydroxybenzene-1-carbonitrile